tert-butyl (3R,4S)-3-((8-bromo-3-methyl-4-oxo-3,4-dihydropyrido[4,3-d]pyrimidin-5-yl)amino)-4-fluoropyrrolidine-1-carboxylate BrC1=CN=C(C2=C1N=CN(C2=O)C)N[C@@H]2CN(C[C@@H]2F)C(=O)OC(C)(C)C